The molecule is an (S)-3-hydroxyacyl-CoA resulting from the formal condensation of the thiol group of coenzyme A with the 1-carboxy group of (S)-3-hydroxytetradecanedioic acid. It derives from a tetradecanedioic acid. It is a conjugate acid of a (3S)-hydroxytetradecanedioyl-CoA(5-). CC(C)(COP(=O)(O)OP(=O)(O)OC[C@@H]1[C@H]([C@H]([C@@H](O1)N2C=NC3=C(N=CN=C32)N)O)OP(=O)(O)O)[C@H](C(=O)NCCC(=O)NCCSC(=O)C[C@H](CCCCCCCCCCC(=O)O)O)O